Cl.COC(=O)C1C[C@@H]2[C@H](N1)CCO2 (3ar,6ar)-hexahydro-2H-furo[3,2-b]pyrrole-5-carboxylic acid methyl ester hydrochloride